N-[(S)-1-[(1,3-benzothiazol-2-yl)carbonyl]-4-guanidinobutyl]-(3S,6S,14S)-6-acetylamino-3-(2-carbamoylethyl)-2,5,8-trioxo-1,4,9-triaza-14-cyclotetradecane-carboxamide S1C(=NC2=C1C=CC=C2)C(=O)[C@H](CCCNC(=N)N)NC(=O)[C@@H]2CCCCNC(C[C@@H](C(N[C@H](C(N2)=O)CCC(N)=O)=O)NC(C)=O)=O